(E)-6-methyl-2-(5-phenylpent-2-en-1-yl)-1,3,6,2-dioxazaborocan-4,8-dione CN1CC(OB(OC(C1)=O)C\C=C\CCC1=CC=CC=C1)=O